[Si](C)(C)(C(C)(C)C)OCC(C1=CC=CC=C1)C=1C2=C(C(N(C1)C)=O)N(C(=C2)I)C2=C(C=CC=C2)C 4-(2-((tert-butyldimethylsilyl)oxy)-1-phenylethyl)-2-iodo-6-methyl-1-tolyl-1,6-dihydro-7H-pyrrolo[2,3-c]pyridin-7-one